C1(=CC=CC=C1)C1=CC=CC(=N1)C1=NC=CC=C1 6-phenyl-2,2'-bipyridine